6-ethyl-3,6-dimethyl-1,3-cyclohexadiene C(C)C1(CC=C(C=C1)C)C